2-(3,8-diazabicyclo[3.2.1]oct-8-yl)-N-(1H-indazol-5-yl)-7,8-dihydro-5H-pyrano[4,3-d]pyrimidin-4-amine C12CNCC(CC1)N2C=2N=C(C1=C(N2)CCOC1)NC=1C=C2C=NNC2=CC1